(S)-3-((6-acrylamidoisoquinolin-1-yl)amino)-N-(2-(dimethylamino)-1-(tetrahydro-2H-pyran-4-yl)ethyl)-6,6-dimethyl-4,6-dihydropyrrolo[3,4-c]pyrazole-5(1H)-carboxamide C(C=C)(=O)NC=1C=C2C=CN=C(C2=CC1)NC=1C2=C(NN1)C(N(C2)C(=O)N[C@H](CN(C)C)C2CCOCC2)(C)C